C(C1=CC=CC=C1)OC(=O)NCC1([C@H]2CN(C[C@@H]12)C(=O)OC(C)(C)C)C=1SC(=NN1)C Tert-butyl (1R,5S,6r)-6-((((benzyloxy)carbonyl)amino)methyl)-6-(5-methyl-1,3,4-thiadiazol-2-yl)-3-azabicyclo[3.1.0]hexane-3-carboxylate